CON(C(CC1CN(CCO1)C(=O)OC(C)(C)C)=O)C tert-butyl 2-[2-[methoxy(methyl)amino]-2-oxo-ethyl]morpholine-4-carboxylate